C([C@@H]1[C@H]([C@@H]([C@H]([C@H](O1)O[C@H]([C@@H](CO)O)[C@@H]([C@H](CO)O)O)O)O)O)O 4-O-alpha-D-glucopyranosyl-D-glucitol